tert-butyl (2S)-2-(cyanomethyl)-4-((6R)-2-(methylsulfinyl)-3',4',5,7-tetrahydro-1'H-spiro[cyclopenta[d]pyrimidine-6,2'-naphthalen]-4-yl)piperazine-1-carboxylate C(#N)C[C@@H]1N(CCN(C1)C=1C2=C(N=C(N1)S(=O)C)C[C@]1(CC3=CC=CC=C3CC1)C2)C(=O)OC(C)(C)C